N-butyl-4-[(E)-2-(1H-pyrazol-4-yl)diazen-1-yl]aniline C(CCC)NC1=CC=C(C=C1)\N=N\C=1C=NNC1